2-(2,5-dihydroxy-4-sulfobenzamido)-5-fluoronicotinic acid OC1=C(C(=O)NC2=C(C(=O)O)C=C(C=N2)F)C=C(C(=C1)S(=O)(=O)O)O